C(C1=CC=CC=C1)O[C@@H]1[C@H](N(C[C@@H]([C@H]1OCC1=CC=CC=C1)OCC1=CC=CC=C1)CC1CCN(CC1)C(=O)OC(C)(C)C)C tert-butyl 4-(((2R,3R,4R,5S)-3,4,5-tris(benzyloxy)-2-methylpiperidin-1-yl)methyl)piperidine-1-carboxylate